8-[1-(Ethylsulfonyl)-6-fluoro-1H-indazol-4-yl]-7-fluoro-1,4,4-trimethyl-9-(trifluoromethyl)-5H-[1,2,4]triazolo[4,3-a]quinoxaline C(C)S(=O)(=O)N1N=CC2=C(C=C(C=C12)F)C1=C(C=C2NC(C=3N(C2=C1C(F)(F)F)C(=NN3)C)(C)C)F